NC1=C2C(=NC=N1)N(N=C2C2=C(C=C(C=C2)OC2=CC=CC=C2)F)C2CN(CCC2)C(=O)C(C#N)=CC(C)(N2CCN(CC2)C2COC2)C 3-(4-amino-3-(2-fluoro-4-phenoxyphenyl)-1H-pyrazolo[3,4-d]Pyrimidin-1-yl)piperidine-1-carbonyl-4-methyl-4-(4-(oxetan-3-yl)piperazin-1-yl)pent-2-enenitrile